N-((S)-2-cyano-1-(4-(ethylsulfonyl)phenyl)ethyl)-4-((2S,4S)-2-((difluoromethoxy)methyl)-4-((4-(trifluoromethyl)thiazol-2-yl)oxy)pyrrolidin-1-yl)benzamide C(#N)C[C@@H](C1=CC=C(C=C1)S(=O)(=O)CC)NC(C1=CC=C(C=C1)N1[C@@H](C[C@@H](C1)OC=1SC=C(N1)C(F)(F)F)COC(F)F)=O